bis(diphenylphosphino)palladium (0) palladium (II) chloride [Pd](Cl)Cl.C1(=CC=CC=C1)P(C1=CC=CC=C1)[Pd-2]P(C1=CC=CC=C1)C1=CC=CC=C1